C1=CC=C(C=C1)C2(C(C(C3=CC=CC=C3O2)O)O)O hydroxyflavan-3,4-diol